1-{3-O-Benzyl-4-[(benzyloxy)methyl]-7-[(tert-butoxycarbonyl)amino]-5,6,7-trideoxy-α-L-xylo-heptofuranosyl}-5-methylpyrimidine-2,4(1H,3H)-dione C(C1=CC=CC=C1)O[C@H]1[C@@H]([C@@H](O[C@]1(CCCNC(=O)OC(C)(C)C)COCC1=CC=CC=C1)N1C(NC(C(=C1)C)=O)=O)O